((2-(4-(difluoromethyl)-1-p-toluenesulfonylpiperidin-2-yl)benzyl)amino)-1H-pyrrole-2-carboxylic acid ethyl ester C(C)OC(=O)C=1N(C=CC1)NCC1=C(C=CC=C1)C1N(CCC(C1)C(F)F)S(=O)(=O)C1=CC=C(C)C=C1